CN(C(CNC(=O)NC1CC2=CC=CC=C2CC1)C1=CSC=C1)C 1-(2-dimethylamino-2-thiophen-3-yl-ethyl)-3-(S)-1,2,3,4-tetrahydronaphthalen-2-yl-urea